COC1=C(C(=CC=C1)OC)S(=O)(=O)NC1=NOC2=C1C(=CC(=C2)C=2C=C(C=CC2)C=2CN(CC2)C(=O)OC(C)(C)C)OC tert-butyl 3-(3-(3-((2,6-dimethoxyphenyl)sulfonamido)-4-methoxybenzo[d]isoxazol-6-yl)phenyl)-2,5-dihydro-1H-pyrrole-1-carboxylate